C(C)(C)(C)OC(=O)O[C@@H]1[C@H]([C@H](N(C1)C(=O)OC(C)(C)C)CC1=CC=C(C=C1)C1=CC=C(C=C1)C(F)(F)F)O tert-butyl (2R,3S,4S)-4-((tert-butoxycarbonyl)oxy)-3-hydroxy-2-((4'-(trifluoromethyl)-[1,1'-biphenyl]-4-yl)methyl)pyrrolidine-1-carboxylate